6-(tert-butyl)-2-(4-phenyl-6-(pyrrolidin-1-yl)pyrimidin-5-yl)-1H-benzo[d]imidazole C(C)(C)(C)C=1C=CC2=C(NC(=N2)C=2C(=NC=NC2N2CCCC2)C2=CC=CC=C2)C1